NC=1SC(=CC1C(C)=O)C 1-(2-amino-5-methylthiophen-3-yl)ethan-1-one